C(C)(C)(C)[S@@](=O)\N=C\1/C=2C(=NC=CC2)CC12CCN(CC2)C(=O)OC(C)(C)C tert-butyl (R,Z)-5-((tert-butylsulfinyl) imino)-5,7-dihydrospiro[cyclopenta[b]pyridine-6,4'-piperidine]-1'-carboxylate